2-benzyl 7-(tert-butyl) (6S)-1,6-dimethyl-2,7-diazaspiro[3.5]nonane-2,7-dicarboxylate CC1N(CC12C[C@@H](N(CC2)C(=O)OC(C)(C)C)C)C(=O)OCC2=CC=CC=C2